[Cl-].[Cl-].ClC1=C2C=CC=C(C2=CC=C1)C(=[Zr+2](C1=C(C(=CC=2C3=CC(=C(C=C3CC12)C(C)(C)C)C(C)(C)C)C(C)(C)C)C(C)(C)C)C1C=CC=C1)C1=CC=CC2=C(C=CC=C12)Cl di-(5-chloronaphthyl)methylene(cyclopentadienyl)(2,3,6,7-tetra-tert-butylfluorenyl)zirconium dichloride